N-(4-(3,4-dihydroxyphenyl)thiazol-2-yl)-2-(4-isobutylphenyl)-N-phenylpropionamide OC=1C=C(C=CC1O)C=1N=C(SC1)N(C(C(C)C1=CC=C(C=C1)CC(C)C)=O)C1=CC=CC=C1